BrC=1C=C2C(=CNC2=C(C1)F)NC(OC(C)(C)C)=O tert-butyl (5-bromo-7-fluoro-1H-indol-3-yl)carbamate